C1(=CC=C(C=C1)NC1=CC=C(C=C1)C1=CC=CC=C1)C1=CC=CC=C1 bis[(1,1'-biphenyl)-4-yl]amine